C(CCCCCCCCCCC)OC(=O)C=1SC2=C(N1)C=C1C(N=C(S1)C(=O)OCCCCCCCCCCCC)=C2 benzo[1,2-d:4,5-d']Bis-thiazole-2,6-dicarboxylic acid bisdodecyl ester